7-((1H-indazol-5-yl)ethynyl)-6-methyl-N-(3-(trifluoromethyl)phenyl)benzo[d]isoxazol-3-amine N1N=CC2=CC(=CC=C12)C#CC1=C(C=CC=2C(=NOC21)NC2=CC(=CC=C2)C(F)(F)F)C